2-[Methyl(propyl)phosphoryl]-9H-purin-6-amine CP(=O)(CCC)C1=NC(=C2N=CNC2=N1)N